C(CCCCCCCCCCCCCCC)(=O)C(CCCCCCCCCCCCCCCCCCCC(=O)O)(C(=O)O)C(CCCCCCCCCCCCCCC)=O dipalmitoyl-1,20-eicosylenedicarboxylic acid